BrC1=C(C=CC=C1N(C1=CC=CC=C1)C1=CC=CC=C1)N(C1=CC=CC=C1)C1=CC2=CC=CC=C2C=C1 2-bromo-N1-(naphthalen-2-yl)-N1,N3,N3-triphenylbenzene-1,3-diamine